(9S)-7-[4-(2,8-diazaspiro[4.5]decan-8-yl)-3-fluoro-phenyl]-4,5,9,13-tetramethyl-3-thia-1,8,11,12-tetrazatricyclo[8.3.0.02,6]trideca-2(6),4,7,10,12-pentaene C1NCCC12CCN(CC2)C2=C(C=C(C=C2)C=2C=1C(=C(SC1N1C(=NN=C1[C@@H](N2)C)C)C)C)F